FC1=C(C=C2C=CN(C(C2=C1F)=O)CCC[C@H](C#CC)NC=1C=NNC(C1C(F)(F)F)=O)C1=NC=C(C=N1)C(F)(F)F 7,8-difluoro-2-[(4R)-4-[[6-oxo-5-(trifluoromethyl)-1H-pyridazin-4-yl]amino]hept-5-ynyl]-6-[5-(trifluoromethyl)pyrimidin-2-yl]isoquinolin-1-one